N-(4-benzyl-1H-pyrazol-3-yl)-2-ethyl-5-fluoropyridine-4-carboxamide C(C1=CC=CC=C1)C=1C(=NNC1)NC(=O)C1=CC(=NC=C1F)CC